Cl.BrC1=C(N=CC(=N1)NC(=O)[C@H]1NC[C@@H](C1)F)C (2S,4R)-N-(6-bromo-5-methylpyrazin-2-yl)-4-fluoropyrrolidine-2-carboxamide hydrochloride